N-(5-(5-amino-1H-pyrazol-1-yl)-1,3,4-thiadiazol-2-yl)-3-(2-methoxyethoxy)-4-(3-methoxypyridin-2-yl)-2-oxo-2H-pyran-6-carboxamide NC1=CC=NN1C1=NN=C(S1)NC(=O)C1=CC(=C(C(O1)=O)OCCOC)C1=NC=CC=C1OC